NC1=NC=C(C=C1C(=O)N[C@@H]1[C@H](CCC1)OCC1=CC=C(C=C1)C1=CC=2CCCC(C2C=C1)N1CCN(CC1)CCO)C=1C=NN(C1)C 2-amino-N-{(1S,2S)-2-[(4-{5-[4-(2-hydroxyethyl)piperazin-1-yl]-5,6,7,8-tetrahydronaphthalen-2-yl}phenyl)methoxy]cyclopentyl}-5-(1-methyl-1H-pyrazol-4-yl)pyridine-3-carboxamide